5-methyl-6-morpholino-2-phenyl-3-(piperidin-1-yl)pyrazolo[1,5-a]pyrimidin-7(4H)-one CC=1NC=2N(C(C1N1CCOCC1)=O)N=C(C2N2CCCCC2)C2=CC=CC=C2